N-((2R,4R)-2-methyltetrahydro-2H-pyran-4-yl)-3-nitro-6-(trifluoromethyl)quinolin-4-amine C[C@H]1OCC[C@H](C1)NC1=C(C=NC2=CC=C(C=C12)C(F)(F)F)[N+](=O)[O-]